2-(oxetan-3-yloxy)benzoic acid O1CC(C1)OC1=C(C(=O)O)C=CC=C1